N[C@H](C(=O)O)CNC(=O)N L-2-amino-3-ureidopropionic acid